C1(CCN2CC=CC=C12)C(=O)N TETRAHYDROINDOLIZINE-1-CARBOXAMIDE